Scandium-nickel [Ni].[Sc]